C1(=CC=CC=2C3=CC=CC=C3C3=CC=CC=C3C12)C1=C(C2=CC3=CC=CC=C3C=C2C=C1)C1=COC=2C1=CC=C1C2C=CC2=CC=CC=C21 (triphenylenyl)(naphthobenzofuranyl)anthracene